Cl.N[C@@H]1[C@H](CN(CC1)C1=NC=C(C=N1)C(F)(F)F)O (3S,4S)-4-amino-1-(5-(trifluoromethyl)pyrimidin-2-yl)piperidin-3-ol hydrochloride